(R)-4-((1-(3-(difluoro(piperidin-4-yl)methyl)phenyl)ethyl)amino)-8-(hex-5-en-1-yl)-6-(4-isopropylpiperazin-1-yl)pyrido[2,3-d]pyrimidin-7(8H)-one FC(C=1C=C(C=CC1)[C@@H](C)NC=1C2=C(N=CN1)N(C(C(=C2)N2CCN(CC2)C(C)C)=O)CCCCC=C)(C2CCNCC2)F